4-[5-chloro-4-[(3-fluorotetrahydropyran-3-yl)methylamino]-6-oxo-pyridazin-1-yl]-N-(5-cyano-2-pyridyl)piperidine-1-sulfonamide ClC1=C(C=NN(C1=O)C1CCN(CC1)S(=O)(=O)NC1=NC=C(C=C1)C#N)NCC1(COCCC1)F